C1(CC1)N1N=CC2=C1NC(C(=C2)C2=CC1=CN(N=C1C=C2)C)=O 1-(cyclopropyl)-5-(2-methyl-2H-indazol-5-yl)-1,7-dihydro-6H-pyrazolo[3,4-b]pyridin-6-one